(4-amino-1-cyclopropyl-pyrazolo[3,4-d]pyrimidin-3-yl)-N-methyl-1H-indole-2-carboxamide NC1=C2C(=NC=N1)N(N=C2N2C(=CC1=CC=CC=C21)C(=O)NC)C2CC2